FC1=CC=C(C=C1)C1=CC(=NN1C1=CC=C(C=C1)S(=O)(=O)N)COCCCCOCCO 4-(5-(4-fluorophenyl)-3-((4-(2-hydroxyethoxy)butoxy)methyl)-1H-pyrazol-1-yl)benzenesulfonamide